O1CC(=CCC1)C1=CC=2N=C(N=C(C2N=C1)N1CCOCC1)N1N=C(C=C1)C1=CC=CC=C1 4-(7-(5,6-Dihydro-2H-pyran-3-yl)-2-(3-phenyl-1H-pyrazol-1-yl)pyrido[3,2-d]pyrimidin-4-yl)morpholine